1,1,1,3-tetrafluoro-3-iodo-propane FC(CC(I)F)(F)F